CC1=CC=C(C=C1)[B-](C1=CC=C(C=C1)C)(C1=CC=C(C=C1)C)C1=CC=C(C=C1)C.C1(=CC=CC=C1)[P+](C1=CC=CC=C1)(C1=CC=CC=C1)C1=CC=CC=C1 tetraphenyl-phosphonium tetrakis(4-methylphenyl)borate